BrC1=C(C(=CC=C1)I)C 1-bromo-3-iodo-2-methylbenzene